fluoreno-indole C1=CN=C2C=3C(=CC=C12)C1=CC2=CC=CC=C2C1=CC3